5-methyl-4-phenyl-1H-pyrrole-2-carboxamide trifluoroacetate salt FC(C(=O)O)(F)F.CC1=C(C=C(N1)C(=O)N)C1=CC=CC=C1